FC1=C(C=C(C=C1)C1=NOC(=N1)CN1C(N(C2(C1=O)CCN(CC2)C(=O)OC(C)(C)C)CCC2CCOCC2)=O)C(F)(F)F tert-butyl 3-((3-(4-fluoro-3-(trifluoromethyl)phenyl)-1,2,4-oxadiazol-5-yl)methyl)-2,4-dioxo-1-(2-(tetrahydro-2H-pyran-4-yl)ethyl)-1,3,8-triazaspiro[4.5]decane-8-carboxylate